N-((5-(5-methoxy-1H-benzo[d][1,2,3]triazol-1-yl)thiophen-2-yl)methyl)sulfamide COC1=CC2=C(N(N=N2)C2=CC=C(S2)CNS(=O)(=O)N)C=C1